N-((1r,4r)-4-(aminomethyl)cyclohexyl)-2-(1H-imidazol-1-yl)-6-methyl-pyrimidine-4-carboxamide trifluoroacetate salt FC(C(=O)O)(F)F.NCC1CCC(CC1)NC(=O)C1=NC(=NC(=C1)C)N1C=NC=C1